C(C)(C)(C)OC(=O)N1[C@@H](CN([C@H](C1)C)C1=NC(=NC2=C(C(=C(C=C12)Cl)Br)O)O)C (2R,5S)-tert-butyl-4-(7-bromo-6-chloro-2,8-dihydroxyquinazolin-4-yl)-2,5-dimethylpiperazine-1-carboxylate